(3-lauramidopropyl) methyl sulfate S(=O)(=O)(OCCCNC(CCCCCCCCCCC)=O)OC